COC=1C=2N(C=C(C1)C1=CC3=C(N(C(N3)=O)C3CCC(CC3)NCCC)C=C1C)N=CN2 5-(8-methoxy-[1,2,4]triazolo[1,5-a]pyridin-6-yl)-6-methyl-1-((1s,4s)-4-(propylamino)cyclohexyl)-1,3-dihydro-2H-benzo[d]imidazol-2-one